(4-phenylbutanoyl)amino-4-(dipropyl)aminocyclohepta[7,6-b]indole xylenesulfonate C1(C(C=CC=C1)C)(C)S(=O)(=O)O.C1(=CC=CC=C1)CCCC(=O)NC1=C2C=3C(=NC2=C(C=C1)N(CCC)CCC)C=CC=CC3